ClC1=NC2=CC=C(C=C2C(=C1N)NCC1=CC(=CC=C1)CN1CCCC1)C 2-chloro-6-methyl-N4-(3-(pyrrolidin-1-ylmethyl)benzyl)quinolin-3,4-diamine